C(C)N(CCCC1=CC=CC=C1)CCCCC1=CC=CC=C1 Ethyl(4-phenylbutyl)(3-phenylpropyl)amine